2-hydroxy-2-methyl-1-[4-(1-methyl-vinyl)phenyl]propane OC(CC1=CC=C(C=C1)C(=C)C)(C)C